ClC=1C=NC(=C2C(C=C(N(C12)C1=C(C=CC=C1Cl)Cl)C)=O)OCC(CO)(C)CO 8-chloro-1-(2,6-dichlorophenyl)-5-(3-hydroxy-2-(hydroxymethyl)-2-methylpropoxy)-2-methyl-1,6-naphthyridin-4(1H)-one